ClC1=C(COC2=CC=C(O2)C(=O)N2CCN(CC2)CC2=NC3=C(N2C[C@H]2OCC2)C=C(C=C3)C(=O)OC)C=CC(=C1)Cl Methyl (S)-2-((4-(5-((2,4-dichlorobenzyl)oxy)furan-2-carbonyl)piperazin-1-yl)methyl)-1-(oxetan-2-ylmethyl)-1H-benzo[d]imidazole-6-carboxylate